BrCC(=O)N1C(C2=CC=CC=C2C1=O)=O 2-(2-bromoacetyl)isoindole-1,3-dione